FC1=C(C=CC(=C1)I)NC1=C(C=2C(=NC=CC2)N1C)C(=O)NOCCO 2-((2-fluoro-4-iodophenyl)amino)-N-(2-hydroxyethoxy)-1-methyl-1H-pyrrolo[2,3-b]pyridine-3-carboxamide